C(C)(C)(C)OC(=O)N1CC(CCC1C1=NC=CC=C1OCC1=C(C=C(C=C1)Cl)F)OC(C1=CC=C(C=C1)[N+](=O)[O-])=O 6-(((4-chloro-2-fluorobenzyl)oxy)pyridin-2-yl)-3-((4-nitrobenzoyl)oxy)piperidine-1-carboxylic acid tert-butyl ester